ClC1=NC(=NC=C1C(=O)OCC)SC ethyl 4-chloro-2-methylsulfanyl-pyrimidine-5-carboxylate